Ethyl-2-(4-bromo-2-fluorophenoxy)-1,5-dimethyl-1H-imidazole-4-carboxylate C(C)OC(=O)C=1N=C(N(C1C)C)OC1=C(C=C(C=C1)Br)F